C(C1=CC=CC=C1)N1C(C=2C=C(C(=NC2C=C1)C)C(=O)NCC1=NN(C=C1)C)=O 6-benzyl-2-methyl-N-((1-methyl-1H-pyrazol-3-yl)methyl)-5-oxo-5,6-dihydro-1,6-naphthyridine-3-carboxamide